ethoxyamide C(C)O[NH-]